C(#N)C=1C=CC(=C(C1)NC(=O)C1=NC=CC(=N1)OC)N1CCC(CC1)OC1=C(C=C(C=C1)F)F N-(5-cyano-2-(4-(2,4-difluorophenoxy)piperidin-1-yl)phenyl)-4-methoxypyrimidine-2-carboxamide